CC1N(CC1OS(=O)(=O)C1=CC=C(C)C=C1)C(=O)OC(C)(C)C tert-butyl 2-methyl-3-(tosyloxy)azetidine-1-carboxylate